C(C(=C)C)(=O)OCCN1C(SC(C1=O)C)C1=CC=CC=C1 2-(5-methyl-4-oxo-2-phenylthiazolidin-3-yl)ethyl methacrylate